Cl.C(C1=CC=CC=C1)N[C@@H](CS)C(=O)O.C(C(=C)C)(=O)C(C)O[Si](OCC)(C)CCC methacryloylpropyl-methyldiethoxysilane benzyl-cysteinate hydrochloride